S1C=NC=C1CN1C=NC2=C1C=C(C=C2)C(=O)O 1-(thiazol-5-ylmethyl)-1H-benzo[d]imidazole-6-carboxylic acid